N-[5-[3-[(2S)-2-amino-2-cyclopropyl-ethoxy]-5-methyl-isoxazol-4-yl]pyrazolo[1,5-a]pyridin-2-yl]cyclopropanecarboxamide N[C@H](COC1=NOC(=C1C1=CC=2N(C=C1)N=C(C2)NC(=O)C2CC2)C)C2CC2